Methylglycine hydrochloride Cl.CNCC(=O)O